C(=O)(OC(C)(C)C)N[C@H](CC1=CC(=CC=C1)C#N)C(=O)O Boc-3-cyano-D-phenylalanine